FC(COC=1C=C2CCN3[C@@H](C2=CC1OC)C[C@@H]([C@@H](C3)CC(C)(C)C)O)(C)F (2S,3R,11bR)-9-(2,2-difluoropropoxy)-3-(2,2-dimethylpropyl)-10-methoxy-1H,2H,3H,4H,6H,7H,11bH-pyrido[2,1-a]isoquinolin-2-ol